C1(CCCCC1)C[C@@H](C(N1[C@@H](CCC1)C(=O)N1CC2=CC=CC=C2CC1)=O)NC(/C=C/C1=CC=C(C=C1)C(F)(F)P(O)(O)=O)=O ((4-((E)-3-(((S)-3-cyclohexyl-1-oxo-1-((S)-2-(1,2,3,4-tetrahydroisoquinoline-2-carbonyl)pyrrolidin-1-yl)propan-2-yl)amino)-3-oxoprop-1-en-1-yl)phenyl)difluoromethyl)phosphonic acid